2-[[4-[3-fluoro-5-isobutyl-2-(2H-tetrazol-5-yl)phenyl]-2,6-dimethyl-piperazin-1-yl]-methyl]-5-methyl-thiazole FC=1C(=C(C=C(C1)CC(C)C)N1CC(N(C(C1)C)CC=1SC(=CN1)C)C)C=1N=NNN1